NCCNS(=O)(=O)C1=CC(=CC=C1)NC1=NC=CC(=N1)NC1=NC(=NC=C1)C1=NC(=CC=C1)C N-(2-aminoethyl)-3-[[4-[[2-(6-methyl-2-pyridyl)pyrimidin-4-yl]amino]pyrimidin-2-yl]amino]benzenesulfonamide